C(C)C(COC)(COC)CC(C)C 2-ethyl-2-isobutyl-1,3-dimethoxypropane